C12NCC(C=C1)C2 (+-)-2-azabicyclo[2.2.1]hept-5-ene